BrC=1C=C(C(=C(C1)OC)OC)OC 5-bromo-1,2,3-tri-methoxybenzene